benzyl (2R,4S)-2-(8-bromo-6-cyclopropylimidazo[1,2-a]pyridin-2-yl)-4-((tert-butyldimethylsilyl)oxy)pyrrolidine-1-carboxylate BrC=1C=2N(C=C(C1)C1CC1)C=C(N2)[C@@H]2N(C[C@H](C2)O[Si](C)(C)C(C)(C)C)C(=O)OCC2=CC=CC=C2